5-(pyridin-3-yl)-1,3,4-oxadiazol-2(3H)-one N1=CC(=CC=C1)C1=NNC(O1)=O